FC=1C=C(C=CC1)C=1C(=NN(C1C(=O)O)C=1SC(=C(N1)N1CCC(CC1)C)SC(C)C)C 4-(3-fluorophenyl)-1-(5-(isopropylthio)-4-(4-methylpiperidin-1-yl)thiazol-2-yl)-3-methyl-1H-pyrazole-5-carboxylic acid